C1(CC1)CNC=1C(C(C1NCC1=NC=C(C=C1)C1=NOC(=N1)C(F)(F)F)=O)=O 3-((cyclopropylmethyl)amino)-4-(((5-(5-(trifluoromethyl)-1,2,4-oxadiazol-3-yl)pyridin-2-yl)methyl)amino)cyclobut-3-ene-1,2-dione